(S)-1-(4-fluorophenyl)-1-(2-(4-(6-(1-(methyl-d3)-1H-pyrazol-4-yl)pyrrolo[2,1-f][1,2,4]triazin-4-yl)piperazin-1-yl)pyrimidin-5-yl)ethylamine FC1=CC=C(C=C1)[C@@](C)(C=1C=NC(=NC1)N1CCN(CC1)C1=NC=NN2C1=CC(=C2)C=2C=NN(C2)C([2H])([2H])[2H])N